(1S)-1'-[7-(2-fluorophenyl)-6-methyl-pyrazolo[1,5-a]pyrazin-4-yl]-4-methoxy-spiro[indane-2,4'-piperidine]-1-amine FC1=C(C=CC=C1)C1=C(N=C(C=2N1N=CC2)N2CCC1(CC2)[C@@H](C2=CC=CC(=C2C1)OC)N)C